3-(3-phenylpropoxy)propanamide C1(=CC=CC=C1)CCCOCCC(=O)N